tert-butyl (1R,4R,5S)-5-(7-bromo-8-(2-cyanoethyl)-6-fluoro-4-methoxy-2-(3-methoxy-3-oxopropyl)-1H-pyrrolo[3,2-c]quinolin-1-yl)-2-azabicyclo[2.1.1]hexane-2-carboxylate BrC=1C(=CC=2C3=C(C(=NC2C1F)OC)C=C(N3[C@H]3[C@H]1CN([C@@H]3C1)C(=O)OC(C)(C)C)CCC(=O)OC)CCC#N